12-beta-D-glucopyranosyl-12,13-dihydro-2,10-dihydroxy-6-[[2-hydroxy-1-(hydroxymethyl)ethyl]amino]-5H-indolo[2,3-a]pyrrolo[3,4-c]carbazole-5,7(6H)-dione [C@@H]1([C@H](O)[C@@H](O)[C@H](O)[C@H](O1)CO)N1C2=CC(=CC=C2C=2C3=C(C4=C(C12)NC=1C=C(C=CC14)O)C(N(C3=O)NC(CO)CO)=O)O